BrC1=CC=CC2=C1N=C(S2)NC(=O)C2CN(CCC2)C2CN(CC2)C N-(4-bromo-1,3-benzothiazol-2-yl)-1-(1-methylpyrrolidin-3-yl)piperidine-3-carboxamide